[2H]C(C([2H])([2H])[2H])(C)NNC(C1=CC=CC=C1)=O N'-(1,2,2,2-tetradeuterio-1-methyl-ethyl)benzohydrazide